(S)-3-(1,1-difluoroethyl)piperidine FC(C)(F)[C@@H]1CNCCC1